4-(4-amino-2-methylbenzyl)-N-(3-methoxypropyl)-2-methylbenzamide NC1=CC(=C(CC2=CC(=C(C(=O)NCCCOC)C=C2)C)C=C1)C